CC=1C(=C(C(=O)O)C=CC1N=[N+]=[N-])F methyl-4-azido-2-fluorobenzoic acid